C(C1=CC=CC=C1)(C1=CC=CC=C1)[SiH2]OC1=C(C(=C2C(C(C(OC2=C1)(C1=CC=CC=C1)O[SiH2]C(C1=CC=CC=C1)C1=CC=CC=C1)(O)O[SiH2]C(C1=CC=CC=C1)C1=CC=CC=C1)(O)OC(C)=O)O[SiH2]C(C1=CC=CC=C1)C1=CC=CC=C1)O[SiH2]C(C1=CC=CC=C1)C1=CC=CC=C1 penta(benzhydrylsiloxy)-4-acetoxyflavan-3,4-diol